iodomethyl (E)-octadec-9-en-1-yl carbonate C(OCI)(OCCCCCCCC\C=C\CCCCCCCC)=O